C(C)(C)(C)OC(NC1=NC=CC=C1Cl)=O 3-chloropyridin-2-yl-carbamic acid tert-butyl ester